4-(β-hydroxyethyl)amino-3-nitrochlorobenzene OCCNC1=C(C=C(C=C1)Cl)[N+](=O)[O-]